(2,6-difluoro-3-nitro-phenyl)methanone carbon [C].FC1=C(C(=CC=C1[N+](=O)[O-])F)C=O